(R)-2-(5-bromopyridin-3-yl)-6-phenyl-2,4,5,6-tetrahydrocyclopenta[c]pyrazole BrC=1C=C(C=NC1)N1N=C2C(=C1)CC[C@@H]2C2=CC=CC=C2